Methyl(oct-7-en-1-yl)sulfane CSCCCCCCC=C